N-((2-fluoro-6-trifluoromethylphenyl)carbamoyl)-3-oxo-butyramide FC1=C(C(=CC=C1)C(F)(F)F)NC(=O)NC(CC(C)=O)=O